7-(4-(4,4,5,5-tetramethyl-1,3,2-dioxaborolan-2-yl)phenyl)anthracene CC1(OB(OC1(C)C)C1=CC=C(C=C1)C1=CC=C2C=C3C=CC=CC3=CC2=C1)C